O=C1NC(CCC1N1C(C2=CC=CC(=C2C1=O)OCCCCCCCCC(=O)OCC1=CC=CC=C1)=O)=O benzyl 9-[2-(2,6-dioxo-3-piperidyl)-1,3-dioxo-isoindolin-4-yl]oxynonanoate